FC1(CN(CC[C@H]1NC1=NN2C(C(=N1)OC)=C(C(=C2)F)C=2C=CC1=C(N(N=N1)CCF)C2)C([2H])([2H])[2H])F (R)-N-(3,3-difluoro-1-(methyl-d3)piperidin-4-yl)-6-fluoro-5-(1-(2-fluoroethyl)-1H-benzo[d][1,2,3]triazol-6-yl)-4-methoxypyrrolo[2,1-f][1,2,4]triazin-2-amine